C(C)(C)(C)OC(=O)N1CC(C(CC1)(F)F)C1=CNC(C(=C1)N)=O 3-(5-amino-6-oxo-1,6-dihydropyridin-3-yl)-4,4-difluoropiperidine-1-carboxylic acid tert-butyl ester